COC(=O)C1=NC(=NC(=C1)C1=CCC(CC1)(F)F)C1=CN=CN1C.ClC=1C(N(N=CC1Cl)C1=CC=C(C=C1)C1CCCC1)=O 4,5-dichloro-2-(4-cyclopentylphenyl)pyridazin-3-one methyl-6-(4,4-difluorocyclohex-1-en-1-yl)-2-(1-methyl-1H-imidazol-5-yl)pyrimidine-4-carboxylate